N1(N=NC2=C1C=CC=C2)C=2C(=NN1C2N=CC(=C1)F)N 1H-benzo[d][1,2,3]triazol-1-yl-2-amino-6-fluoropyrazolo[1,5-a]pyrimidine